(1R,4R)-4-(((2-((1-ethyl-1H-pyrazol-4-yl)amino)-5-fluoro-pyrimidin-4-yl)oxy)methyl)cyclohexan C(C)N1N=CC(=C1)NC1=NC=C(C(=N1)OCC1CCCCC1)F